5-(difluoromethoxy)-1,3-dihydro-2H-inden-2-one FC(OC=1C=C2CC(CC2=CC1)=O)F